(R)-N-(2-(4-cyanothiazolidin-3-yl)-2-oxoethyl)-6-(2,2-difluoropropyl)quinoline-4-carboxamide C(#N)[C@H]1N(CSC1)C(CNC(=O)C1=CC=NC2=CC=C(C=C12)CC(C)(F)F)=O